5-methyl-7-(methylthio)-3-((1-((2-(trimethylsilyl)ethoxy)methyl)-1H-indazol-4-yl)methyl)-3,5-dihydro-4H-pyridazino[4,5-b]indol-4-one CN1C2=C(C=3C=CC(=CC13)SC)C=NN(C2=O)CC2=C1C=NN(C1=CC=C2)COCC[Si](C)(C)C